ClC=1C=C2C(=C(C=NC2=CC1)C(=O)N(C)OC)C(C)C 6-chloro-4-isopropyl-N-methoxy-N-methylquinoline-3-carboxamide